ClC1=CC=C(CC2(CCCC=3C4=CC=CC=C4NC23)N)C=C1 (4-chlorobenzyl)-2,3,4,9-tetrahydro-1H-carbazol-1-amine